4-Bromo-1-methyl-1H-1,2,3-triazole-5-carboxylic acid tert-butyl ester C(C)(C)(C)OC(=O)C1=C(N=NN1C)Br